C(=CC)N1[C@@H](CCCC1)C=1N(C(=C(N1)C1=CC=C(C=C1)C(NC1=NC=C(C=C1)Cl)=O)C(=O)N)N (S)-2-(1-propenylpiperidin-2-yl)-1-amino-4-(4-((5-chloropyridin-2-yl)carbamoyl)phenyl)-1H-imidazole-5-carboxamide